4-amidino(phenoxymethyl)-6-methyl-benzene dihydrochloride Cl.Cl.C(N)(=N)C1=CC=C(C(=C1)C)COC1=CC=CC=C1